2,5-dimethyl-2,5-di(2-ethylhexanoyl)hexane CC(C)(CCC(C)(C(C(CCCC)CC)=O)C)C(C(CCCC)CC)=O